NC1=C(C(=CC(=C1)Br)C(F)(F)F)NC1CC(C1)(O)C (cis)-3-((2-amino-4-bromo-6-(trifluoromethyl)phenyl)amino)-1-methylcyclobutan-1-ol